ClC1=CC(=C(O[C@H](C(=O)O)CF)C=C1)C(CC)(F)F (R)-2-[4-chloro-2-(1,1-difluoropropyl)phenoxy]-3-fluoropropionic acid